[Na+].C=1(C(=CC=CC1O)S(=O)(=O)[O-])C cresolsulfonate sodium salt